(2-Fluoro-4-formylphenyl)boronic acid FC1=C(C=CC(=C1)C=O)B(O)O